OCC1CC(N(CC1)C(=O)OC(C)(C)C)(C)C tert-butyl 4-(hydroxymethyl)-2,2-dimethyl-piperidine-1-carboxylate